tri-tertbutyl-phosphonium C(C)(C)(C)[PH+](C(C)(C)C)C(C)(C)C